6-(methylsulfonyl)nicotinonitrile CS(=O)(=O)C1=NC=C(C#N)C=C1